ClC=1C(=C(C=CC1F)[C@H](NC(=O)N1[C@@H](C(NCC1)=O)C)C1CC2(CC2(F)F)C1)F (2R)-N-((R)-(3-chloro-2,4-difluorophenyl)(cis-1,1-difluorospiro[2.3]hexan-5-yl)methyl)-2-methyl-3-oxopiperazine-1-carboxamide